S1CNC=C1 4-thiazolin